ClC1=CC=C(N=N1)C(=O)N[C@@H]1COCC1 6-chloro-N-((3S)-tetrahydrofuran-3-yl)pyridazine-3-carboxamide